N1(N=CC=C1)CC1=C(C=C(C(=O)NS(=O)(=O)C2=C(C=CC(=C2)C(C)(C)C)OC)C=C1)C 4-((1H-pyrazol-1-yl)methyl)-N-((5-(tert-butyl)-2-methoxyphenyl)sulfonyl)-3-methylbenzamide